BrC/C=C/C(=O)N1CC2=C([C@@H](C1)C1=C(C=CC=C1)C=1C(=NN(C1)CC)C(F)(F)F)C=C(S2)C#N (S,E)-6-(4-bromobut-2-enoyl)-4-(2-(1-ethyl-3-(trifluoromethyl)-1H-pyrazol-4-yl)phenyl)-4,5,6,7-tetrahydrothieno[2,3-c]pyridine-2-carbonitrile